5-chloro-N-cyclopentyl-2-(4-((1-methylpiperidin-4-yl)amino)phenyl)-1H-indol-7-amine ClC=1C=C2C=C(NC2=C(C1)NC1CCCC1)C1=CC=C(C=C1)NC1CCN(CC1)C